Cl.ClC1=C(C=CC(=C1Cl)OC)C(C)NC(N(C1C(CN(CC1)C)(C)C)C)=O 3-(1-(2,3-dichloro-4-methoxyphenyl)ethyl)-1-methyl-1-(1,3,3-trimethylpiperidin-4-yl)urea mono-hydrochloride salt